tert-butyl 4-(((6aR,8R)-2-chloro-6a-ethyl-5,6,6a,7,8,9-hexahydro-pyrrolo[1',2':4,5]pyrazino[2,3-c]pyridazin-8-yl)(ethyl)amino)piperidine-1-carboxylate ClC=1C=C2C(=NN1)NC[C@@]1(N2C[C@@H](C1)N(C1CCN(CC1)C(=O)OC(C)(C)C)CC)CC